3-[[4-[6-bromo-2-[4-(4-methylpiperazin-1-yl)phenyl]-1H-imidazo[4,5-b]pyridin-7-yl]piperazin-1-yl]methyl]-5-methyl-1,2-oxazole BrC=1C(=C2C(=NC1)N=C(N2)C2=CC=C(C=C2)N2CCN(CC2)C)N2CCN(CC2)CC2=NOC(=C2)C